O=C1N(C(C[C@@H]1NS(=O)(=O)C1=CC=CC=C1)=O)C1CC(C1)CCC1=NC=2NCCCC2C=C1 N-((S)-2,5-dioxo-1-((1r*,3R*)-3-(2-(5,6,7,8-tetrahydro-1,8-naphthyridin-2-yl)ethyl)cyclobutyl)pyrrolidin-3-yl)benzenesulfonamide